NC1=C(C=CC(=C1)OC(F)(F)F)C(=O)N1CCC(CC1)C1=C2C(=NC=C1)NC(=N2)C2CNCCO2 [2-amino-4-(trifluoromethoxy)phenyl]-[4-[2-[morpholin-2-yl]-3H-imidazo[4,5-b]pyridin-7-yl]-1-piperidyl]methanone